CC(C)C1C(CCCC1)O 2-(propan-2-yl)cyclohexanol